CN1CC(C1)(C)[C@@](C=1C=C(C=NC1)C#CC(C)(O)C1=NC(=CC=C1)C)(C1=CC=C(C=C1)C(C)C)O 4-{5-[(R)-(1,3-dimethyl-azetidin-3-yl)-hydroxy-(4-isopropyl-phenyl)-methyl]-pyridin-3-yl}-2-(6-methyl-pyridin-2-yl)-but-3-yn-2-ol